3-[5-({[4-(aminomethyl)phenyl]methyl}sulfanyl)-4-methoxy-1-(thiophene-2-carbonyl)-1H-pyrazol-3-yl]-1-[2-(morpholin-4-yl)-2-oxoethyl]pyrrolidine-2-carboxylic acid NCC1=CC=C(C=C1)CSC1=C(C(=NN1C(=O)C=1SC=CC1)C1C(N(CC1)CC(=O)N1CCOCC1)C(=O)O)OC